C(C)(C)(C)C1=C(C=CC(=C1)C(C)(C)C)OP(OC1=C(C=C(C=C1)C(C)(C)C)C(C)(C)C)OC1=C(C=C(C=C1)C(C)(C)C)C(C)(C)C tris(2,4-di-tert-butylphenyl)phosphorous acid